(3aR,6aS)-5-(5-fluoro-2-((1-methyl-1H-pyrazol-4-yl)amino)pyrimidin-4-yl)-3a,6a-dimethylhexahydropyrrolo[3,4-c]pyrrole-2(1H)-carboxylic acid tert-butyl ester C(C)(C)(C)OC(=O)N1C[C@@]2(CN(C[C@@]2(C1)C)C1=NC(=NC=C1F)NC=1C=NN(C1)C)C